NC=1C=C(C=CC1)S(=O)(=O)NC1=NC(=CC(=N1)OC1=C(C=C(C(=C1)Cl)N1CCN(CC1)C)Cl)C1=C(C=CC=C1)C(C)C 3-amino-N-[4-[2,5-dichloro-4-(4-methylpiperazin-1-yl)phenoxy]-6-(2-isopropylphenyl)pyrimidin-2-yl]benzenesulfonamide